ethyl 3-((((2S,3S)-3-((Z)-2-(2-aminothiazol-4-yl)-2-(((1-ethoxy-2-methyl-1-oxopropan-2-yl)oxy)imino)acetamido)-2-methyl-4-oxoazetidin-1-yl)sulfonyl)oxy)-2,2-dimethylpropanoate TFA Salt OC(=O)C(F)(F)F.NC=1SC=C(N1)/C(/C(=O)N[C@H]1[C@@H](N(C1=O)S(=O)(=O)OCC(C(=O)OCC)(C)C)C)=N/OC(C(=O)OCC)(C)C